CC1(C=2C=CC(=CC2C(CC1)(C)C)C(=O)OCS\C(=C(\C)/N(C=O)CC=1C(=NC(=NC1)C)N)\CCO)C (Z)-((2-(N-((4-amino-2-methylpyrimidin-5-yl)methyl)formamido)-5-hydroxypent-2-en-3-yl)thio)methyl 5,5,8,8-tetramethyl-5,6,7,8-tetrahydronaphthalene-2-carboxylate